FC1=CC=C(C=C1)C1=C(NC2=CC=C(C=C12)C)C(=O)O 3-(4-fluorophenyl)-5-methyl-1H-indole-2-carboxylic acid